FC1(CC(C1)CN1N=CC(=C1)C=1C=NC2=CC=C(C(=C2N1)N1C(CCC1)=O)OC=1C=CC2=C(NC(=N2)C)C1)F 1-(3-{1-[(3,3-difluorocyclobutyl)methyl]-1H-pyrazol-4-yl}-6-[(2-methyl-1H-1,3-benzodiazol-6-yl)oxy]quinoxalin-5-yl)pyrrolidin-2-one